cobalt(II) fluoride dihydrate O.O.[Co](F)F